7-((5-morpholinopyridin-2-yl)amino)-1-oxo-4-(pyridin-4-yl)isoindoline-2-carboxylic acid tert-butyl ester C(C)(C)(C)OC(=O)N1C(C2=C(C=CC(=C2C1)C1=CC=NC=C1)NC1=NC=C(C=C1)N1CCOCC1)=O